2,6-di-tert-butyl-4-hydroxy-4-methylcyclohexa-2,5-dien-1-one C(C)(C)(C)C=1C(C(=CC(C1)(C)O)C(C)(C)C)=O